Cl.Cl.C12CC(CC(CC1)N2)N2CCC(CC2)C=2C=C(C1=C(N(C(=N1)C1=CC=C(C=C1)S(=O)(=O)C)C1CC1)C2)F 6-(1-(8-azabicyclo[3.2.1]octan-3-yl)piperidin-4-yl)-1-cyclopropyl-4-fluoro-2-(4-(methylsulfonyl)phenyl)-1H-benzo[d]imidazole dihydrochloride